C(C)N(CC)[Si](C1=CC(=CC=C1)C=C)(C)C (diethylamino)dimethyl-(3-vinylphenyl)silane